(R)-1-((2R,3s)-3-vinyl-1,4-dioxaspiro[4.5]dec-2-yl)ethane-1,2-diol C(=C)[C@H]1[C@H](OC2(O1)CCCCC2)[C@@H](CO)O